(4-bromo-1H-pyrazol-1-yl)-2-methylpropan-2-ol BrC=1C=NN(C1)CC(C)(O)C